Monoethylenglycol C(CO)O